OCCC(C(=O)N)CCCC(=O)N (2-hydroxyethyl)adipoamide